2-[(3R)-3-({1-[2-(difluoromethoxy)-4-(trifluoromethyl)phenyl]pyrrolo[1,2-d][1,2,4]triazin-4-yl}amino)piperidin-1-yl]ethan-1-ol FC(OC1=C(C=CC(=C1)C(F)(F)F)C=1C=2N(C(=NN1)N[C@H]1CN(CCC1)CCO)C=CC2)F